N-(4-bromophenyl)-2-(5-chloro-3-cyano-4,6-dimethyl-pyridin-2-ylamino)-N-methylacetamide BrC1=CC=C(C=C1)N(C(CNC1=NC(=C(C(=C1C#N)C)Cl)C)=O)C